C(C)(C)(C)OC(=O)N1CC(C1)OCC(=O)OCC 3-(2-ethoxy-2-oxo-ethoxy)-azetidine-1-carboxylic acid tert-butyl ester